(S)-1-[4-(4,4-difluoro-piperidin-1-ylmethyl)-phenyl]-ethylamine FC1(CCN(CC1)CC1=CC=C(C=C1)[C@H](C)N)F